ClC=1C=CC(=NC1)[C@H](C)NC(CN1C(NC2=CC=CC=C2C1=O)=O)=O (S)-N-(1-(5-chloropyridin-2-yl)ethyl)-2-(2,4-dioxo-1,4-dihydroquinazolin-3(2H)-yl)acetamide